5-fluoro-1-methyl-6-oxo-1,6-dihydropyridine-2-carbonitrile FC1=CC=C(N(C1=O)C)C#N